2-[N-(4-diphenylaminophenyl)-N-phenylamino]Spiro-9,9'-bifluorene C1(=CC=CC=C1)N(C1=CC=C(C=C1)N(C1=CC=CC=C1)C1=CC=2C3(C4=CC=CC=C4C2C=C1)C1=CC=CC=C1C1=CC=CC=C13)C1=CC=CC=C1